N-(1-((1-fluorocyclopropyl)methyl)-1H-pyrazolo[3,4-b]pyridin-6-yl)-4-iodo-2-(6-azaspiro[2.5]octan-6-yl)benzamide FC1(CC1)CN1N=CC=2C1=NC(=CC2)NC(C2=C(C=C(C=C2)I)N2CCC1(CC1)CC2)=O